(dimethyl 3-((6-amino-8-bromo-2-(2-hydroxyethoxy)-9H-purin-9-yl) methyl) benzyl) phosphonate P(OC(C1=CC(=CC=C1)CN1C2=NC(=NC(=C2N=C1Br)N)OCCO)(C)C)([O-])=O